OC1C(CC12CCN(CC2)C(CN2C(CCC2)=O)=O)C2N1C(C=3C=CC=CC23)=CN=C1 1-[2-[3-hydroxy-2-(5H-imidazo[1,5-b]isoindol-5-yl)-7-azaspiro[3.5]nonan-7-yl]-2-oxo-ethyl]pyrrolidin-2-one